4-((3-(4-(2-(2-aminopyridin-3-yl)-5-phenyl-3H-imidazo[4,5-b]pyridin-3-yl)benzyl)-3-azabicyclo[3.2.1]octan-8-yl)amino)pyrimidine-2-carbonitrile NC1=NC=CC=C1C1=NC=2C(=NC(=CC2)C2=CC=CC=C2)N1C1=CC=C(CN2CC3CCC(C2)C3NC3=NC(=NC=C3)C#N)C=C1